2-methyl-7-(pyridin-4-yl)-2,3-dihydrofuro[3,2-c]pyridin CC1CC=2C=NC=C(C2O1)C1=CC=NC=C1